FC1([C@H](CN(CC1)[C@H](C(=O)NC1=NC=C(C=C1)OC1=C(C=C(C=C1)F)F)C)C1=CNC(C(=C1)CS(=O)(=O)C)=O)F (S)-2-((S)-4,4-difluoro-3-(5-((methylsulfonyl)methyl)-6-oxo-1,6-dihydropyridin-3-yl)piperidin-1-yl)-N-(5-(2,4-difluoro-phenoxy)pyridin-2-yl)propanamide